3-propylchromen C(CC)C=1COC2=CC=CC=C2C1